2-(4-(1,3-dioxan-2-yl)phenyl)-5-bromothiazole O1C(OCCC1)C1=CC=C(C=C1)C=1SC(=CN1)Br